FC1(OC(C(C1(F)F)(F)F)(C(C(F)(F)F)(C(F)(F)F)F)OC)C(C(F)(F)F)(C(F)(F)F)F 2,3,3,4,4-pentafluoro-5-methoxy-2,5-bis(perfluoropropan-2-yl)tetrahydrofuran